C1(=CC=CC=C1)C1C(OB(O1)/C(=C\C)/C1=CC=CC=C1)C1=CC=CC=C1 Diphenyl(E-1-phenyl-2-methylvinyl)-1,3,2-dioxaborolane